C1(CC1)C=1NC(=NN1)C1CC2(CN(C2)C(=O)N2CC(C2)C2=CC=C(C=C2)S(=O)(=O)N)C1 4-[1-[6-(5-cyclopropyl-4H-1,2,4-triazol-3-yl)-2-azaspiro[3.3]heptane-2-carbonyl]azetidin-3-yl]benzenesulfonamide